N1C(=NC=C1)CCNC1=C2C(N(C(C2=CC=C1)=O)C1C(NC(CC1)=O)=O)=O 4-((2-(1H-imidazol-2-yl)ethyl)amino)-2-(2,6-dioxopiperidin-3-yl)isoindoline-1,3-dione